tert-butyl N-tert-butoxycarbonyl-N-[3-fluoro-4-[[5-[[3-fluoro-5-(2-trimethylsilylethynyl)-2-pyridyl]amino]-4-methyl-3-pyridyl]methyl]-2-pyridyl]carbamate C(C)(C)(C)OC(=O)N(C(OC(C)(C)C)=O)C1=NC=CC(=C1F)CC=1C=NC=C(C1C)NC1=NC=C(C=C1F)C#C[Si](C)(C)C